C(=O)(O)C1=CC=C(C=C1)B(N)O 4-carboxyphenylboronic acid amide